CN1CC(C1)(C)[C@@](C=1C=C(C=NC1)[C@@H]1CC(CC1)(O)C)(C1=CC=C(C=C1)C(C)C)O (3S)-3-(5-((R)-(1,3-dimethylazetidin-3-yl)(hydroxy)(4-isopropylphenyl)methyl)pyridin-3-yl)-1-methylcyclopentan-1-ol